FC1=C(C=C(C=C1)[C@@H](C#N)O)OC1=CC=CC=C1 (alphaS)-4-fluoro-alpha-hydroxyl-3-phenoxy-phenylacetonitrile